3-((2-chloro-5-methylpyrimidin-4-yl)amino)benzenesulfonamide ClC1=NC=C(C(=N1)NC=1C=C(C=CC1)S(=O)(=O)N)C